tert-butyl 4-(6-chloro-5-(phenylsulfonylamino) pyridin-3-yl)-5,6-dihydropyridine-1(2H)-carboxylate ClC1=C(C=C(C=N1)C1=CCN(CC1)C(=O)OC(C)(C)C)NS(=O)(=O)C1=CC=CC=C1